OCC1(CC1)C(=O)OCC ethyl (1-hydroxymethyl)cyclopropane-carboxylate